C(C)(C)(C)OC(=O)N1CC2=NN(C(=C2C1)N)C 3-amino-2-methyl-2,6-dihydropyrrolo[3,4-c]pyrazole-5(4H)-carboxylic acid tert-butyl ester